NC1CCN(CC1)C(=O)C1=C(C=CC=C1)F (4-aminopiperidin-1-yl)(2-fluorophenyl)methanone